ClC=1C(=NC=C(C1)F)NC1=NC=C2C(=N1)NN=C2C=2C=C(C=CC2C)C2=NC(=NC=C2)C(C)(C)O 2-(4-(3-(6-((3-Chloro-5-fluoropyridin-2-yl)amino)-1H-pyrazolo[3,4-d]pyrimidin-3-yl)-4-methylphenyl)pyrimidin-2-yl)propan-2-ol